(2R)-N-(3-fluorophenyl)-2-[methyl(2-[4-[2-(oxan-2-yloxy)ethoxy]pyridin-2-yl]-5H,6H,7H-cyclopenta[d]pyrimidin-4-yl)amino]propanamide FC=1C=C(C=CC1)NC([C@@H](C)N(C=1C2=C(N=C(N1)C1=NC=CC(=C1)OCCOC1OCCCC1)CCC2)C)=O